C(OCCS)COCCS 2,2'-(ethylenedioxy)di-ethanethiol